N-(2-chloro-4-(trifluoromethyl)phenyl)-2-(2-cyclopropyl-5-ethyl-7-oxo-6-(piperazin-1-yl)-[1,2,4]triazolo[1,5-a]pyrimidin-4(7H)-yl)acetamide ClC1=C(C=CC(=C1)C(F)(F)F)NC(CN1C=2N(C(C(=C1CC)N1CCNCC1)=O)N=C(N2)C2CC2)=O